Cl.NC(CO)CC1=C(C=CC(=C1)OC)OC 2-amino-3-(2,5-dimethoxyphenyl)propan-1-ol hydrochloride